ClC1=CC2=C(N=CNC2=O)N1C1=CC2=C(CCO2)C=C1 6-chloro-7-(2,3-dihydrobenzofuran-6-yl)-3,7-dihydro-4H-pyrrolo[2,3-d]pyrimidin-4-one